N[C@@H](C(CCN1C[C@@H](N(CC1)C(=O)OC(C)(C)C)C(=O)OC)(C)C)C(=O)OCC1=CC=CC=C1 (R)-1-tert-butyl 2-methyl 4-((S)-4-amino-5-(benzyloxy)-3,3-dimethyl-5-oxopentyl)piperazine-1,2-dicarboxylate